tert-butyl cyclopropyl(4-(7-((3-(diethylamino)propyl)carbamoyl)benzo[d]imidazo[2,1-b]thiazol-2-yl)-2,5-difluorobenzyl)carbamate C1(CC1)N(C(OC(C)(C)C)=O)CC1=C(C=C(C(=C1)F)C=1N=C2SC3=C(N2C1)C=CC(=C3)C(NCCCN(CC)CC)=O)F